4-(1-cyanopyrrolidin-3-yl)-2,3-dimethyl-1H-indole-7-carboxamide C(#N)N1CC(CC1)C1=C2C(=C(NC2=C(C=C1)C(=O)N)C)C